(E)-6-(6-ethoxypyridin-3-yl)-N'-((3-fluoro-6-methoxypyridin-2-yl)methylene)pyrazine-2-carbohydrazide C(C)OC1=CC=C(C=N1)C1=CN=CC(=N1)C(=O)N/N=C/C1=NC(=CC=C1F)OC